C(C)C=1C(NC2=CC(=CN=C2C1)CN1CCN(CC1)C1=CC=2N(N=C1)C(=NC2)NC)=O 3-ethyl-7-((4-(7-(methylamino)imidazo[1,5-b]pyridazin-3-yl)piperazin-1-yl)methyl)-1,5-naphthyridin-2(1H)-one